triallyl-(2-methoxyethoxy)silane C(C=C)[Si](OCCOC)(CC=C)CC=C